pentacosyl-trimethyl-ammonium bromide [Br-].C(CCCCCCCCCCCCCCCCCCCCCCCC)[N+](C)(C)C